FC(C=1C=CC(=NC1)CN)(F)F 1-[5-(trifluoromethyl)pyridin-2-yl]methanamine